Cl.Cl.NC(C(=O)O)C=1N=CNC1 amino(1H-imidazol-4-yl)acetic acid dihydrochloride